CC=1OC2=C(C1C(=O)[O-])C=CC=C2 2-methyl-1-benzofuran-3-carboxylate